methyl N-[[5-[1-(4-amino-2,6-difluorophenyl)-1H-pyrazol-3-yl]-2-methyl-phenyl]methyl]carbamate NC1=CC(=C(C(=C1)F)N1N=C(C=C1)C=1C=CC(=C(C1)CNC(OC)=O)C)F